5-[(5-Methoxypyridin-2-yl)methoxy]-2-(2-methylpyridin-4-yl)-1,3-benzoxazole COC=1C=CC(=NC1)COC=1C=CC2=C(N=C(O2)C2=CC(=NC=C2)C)C1